N-((2R,3S)-1-((3-hydroxycyclobutyl)carbonyl)-2-(((cis-4-isopropylcyclohexyl)oxy)methyl)-piperidin-3-yl)methanesulfonamide OC1CC(C1)C(=O)N1[C@H]([C@H](CCC1)NS(=O)(=O)C)CO[C@@H]1CC[C@@H](CC1)C(C)C